C(C1=CC=CC=C1)C(=O)CC1=CC=CC=C1 benzylketone